NC=1C(=CC2=C(OCO2)C1)N(S(=O)(=O)C)C N-(6-aminobenzo[d][1,3]dioxol-5-yl)-N-methylmethanesulfonamide